C1(CC1)C([C@@H](C(=O)NC1=CC(=NO1)C(CC(F)F)C1=NN=NN1CC(F)(F)F)NC(=O)C=1N(N=CC1)C(C)C)C1CC1 N-[(1S)-1-(dicyclopropylmethyl)-2-[[3-[3,3-difluoro-1-[1-(2,2,2-trifluoroethyl)tetrazol-5-yl]propyl]isoxazol-5-yl]amino]-2-oxo-ethyl]-2-isopropyl-pyrazole-3-carboxamide